ClC=1C(=CC=C2C=CC=C(C12)C1=C(C=2N=C(N=C(C2C=N1)N1C[C@@H](N(CC1)C(C(=C)F)=O)CC#N)OCC1(CC1)CN1CCCC1)F)F (S)-2-(4-(7-(8-chloro-7-fluoronaphthalen-1-yl)-8-fluoro-2-((1-(pyrrolidin-1-ylmethyl)cyclopropyl)methoxy)pyridino[4,3-d]pyrimidin-4-yl)-1-(2-fluoroacryloyl)piperazin-2-yl)acetonitrile